C(C)(C)(C)C1=C(C(=O)OO)C=CC=C1.C(C)(C)(C)C1=C(C(=O)OO)C=CC=C1.C(C1=CC=CC=C1)(=O)OOC(C)(C)C t-butyl peroxybenzoate (t-butyl peroxybenzoate) (t-butyl peroxybenzoate)